ClC=1C=C(C=NC1C(F)(F)F)[C@H](NC(=O)N1[C@@H](C(NCC1)=O)C)C=1N=C(SC1)C(F)(F)F |o1:11| (2R)-N-((S or R)-(5-chloro-6-(trifluoromethyl)pyridin-3-yl)(2-(trifluoromethyl)thiazol-4-yl)methyl)-2-methyl-3-oxopiperazine-1-carboxamide